FC=1C(=C(C=CC1F)[C@H]1[C@@H](O[C@]([C@H]1C)(C(F)(F)F)C)C(=O)NC1=CC(=NC=C1)NC(=O)NC(C(Cl)(Cl)Cl)=O)OC (2R,3S,4S,5R)-3-(3,4-difluoro-2-methoxyphenyl)-4,5-dimethyl-N-(2-(3-(2,2,2-Trichloroacetyl)ureido)pyridin-4-yl)-5-(trifluoromethyl)tetrahydrofuran-2-carboxamide